2-(9H-fluoren-9-ylmethoxycarbonylamino)-butyric acid C1=CC=CC=2C3=CC=CC=C3C(C12)COC(=O)NC(C(=O)O)CC